2,4,6-tris(2-pyridyl)-5-triazine C1=CC=NC(=C1)C2=NC(=NC(=N2)C3=CC=CC=N3)C4=CC=CC=N4